γ-methacryloyloxy-propyltrimethoxysilane C(C(=C)C)(=O)OCCC[Si](OC)(OC)OC